4-(4-(2-(2,6-dimethylpyridin-4-yl)-3-isopropyl-1H-indol-5-yl)piperidine-1-carbonyl)-1-methylpyrrolidin-2-one CC1=NC(=CC(=C1)C=1NC2=CC=C(C=C2C1C(C)C)C1CCN(CC1)C(=O)C1CC(N(C1)C)=O)C